C(CCC)N(C(=O)N)C1=CC(=CC(=C1)C(F)(F)F)C(F)(F)F butyl(3,5-bis(trifluoromethyl)phenyl)urea